2,4,6-trimethylbenzoyl-diphenyl-phosphorus oxide CC1=C(C(=O)P(C2=CC=CC=C2)(C2=CC=CC=C2)=O)C(=CC(=C1)C)C